4-(7-bromo-6-chloro-8-fluoro-2-(methylthio)quinazolin-4-yl)-3-methylpiperazine-1-carboxylic acid tert-butyl ester C(C)(C)(C)OC(=O)N1CC(N(CC1)C1=NC(=NC2=C(C(=C(C=C12)Cl)Br)F)SC)C